ClC=1C=2N(C(=C(C1)C(C)NC(=O)C=1C(=NN3C1N=CC=C3)NC(OC(C)(C)C)=O)C=3C=NNC3)C=NC2 tert-Butyl (3-[({1-[8-chloro-5-(1H-pyrazol-4-yl)imidazo[1,5-a]pyridin-6-yl]ethyl}amino)carbonyl]pyrazolo[1,5-a]pyrimidin-2-yl)carbamate